(5-chloro-2-((3-cyanobenzyl)oxy)-4-((8-phenylquinazolin-4-yl)oxy)benzyl)-L-serine ClC=1C(=CC(=C(CN[C@@H](CO)C(=O)O)C1)OCC1=CC(=CC=C1)C#N)OC1=NC=NC2=C(C=CC=C12)C1=CC=CC=C1